C1(=CC=CC=C1)[SiH2]C1=CC=CC=C1 diphenylmonosilane